COC(=O)C1(C(CC1)N1C(N(C2=C(C1=O)C(=CS2)C)C[C@H](OC2CCOCC2)C2=C(C=CC=C2)OC)=O)C 1-((R)-2-(2-methoxyphenyl)-2-((tetrahydro-2H-pyran-4-yl)oxy)ethyl)-5-methyl-2,4-dioxo-1,4-dihydrothieno[2,3-d]pyrimidin-3(2H)-yl-1-methylcyclobutanecarboxylic acid methyl ester